3,3-difluoropiperidin-1-yl-acetic acid FC1(CN(CCC1)CC(=O)O)F